FC=1C(=C(C=CC1F)[C@@H]1[C@@H](O[C@@]([C@@H]1C)(C(F)(F)F)C)C(=O)NC1=CC(=NC=C1)C(=O)N)C (2R,3R,4R,5S)-4-[[3-(3,4-Difluoro-2-methyl-phenyl)-4,5-dimethyl-5-(trifluoromethyl)tetrahydrofuran-2-carbonyl]amino]pyridin-2-carboxamid